5-amino-2-(3-hydroxy-3-methylbutyl)-2H-indazole-7-carboxylic acid methyl ester COC(=O)C1=CC(=CC2=CN(N=C12)CCC(C)(C)O)N